1-(4-(4-(5-(2,4,6-trichlorophenyl)-4,5-dihydroisoxazol-3-yl)thiazol-2-yl)piperidin-1-yl)-2-((5-(trifluoromethyl)pyrazin-2-yl)oxy)ethan-1-one ClC1=C(C(=CC(=C1)Cl)Cl)C1CC(=NO1)C=1N=C(SC1)C1CCN(CC1)C(COC1=NC=C(N=C1)C(F)(F)F)=O